ClC1=CC(=C(C=C1)C=1C(=C(C(=O)NC)C=C(N1)N1CC(OCC1)C=1C=NN(C1)C)C#CC)F 2-(4-chloro-2-fluoro-phenyl)-N-methyl-6-[2-(1-methylpyrazol-4-yl)morpholino]-3-prop-1-ynyl-isonicotinamide